2-(tert-Butoxycarbonylamino)-3-(1-methyl-3-oxo-2,4-dihydroquinoxalin-2-yl)propanoic acid C(C)(C)(C)OC(=O)NC(C(=O)O)CC1N(C2=CC=CC=C2NC1=O)C